O1C(OCC1)C=1C(=NC(=NC1N[C@H](C)C1=CC(=CC=C1)S(F)(F)(F)(F)F)C)CC(=O)NC1(CC1)COC (R)-2-(5-(1,3-dioxolan-2-yl)-2-methyl-6-((1-(3-(Pentafluorosulfanyl)phenyl)ethyl)amino)pyrimidin-4-yl)-N-(1-(methoxymethyl)cyclopropyl)acetamide